(5S)-1-benzoyl-5-tert-butyldimethylsilyloxy-piperidine-2,2-dicarboxylic acid diethyl ester C(C)OC(=O)C1(N(C[C@H](CC1)O[Si](C)(C)C(C)(C)C)C(C1=CC=CC=C1)=O)C(=O)OCC